BrC1=CC=C(OC2=CC(=NC=C2)C(F)(F)F)C=C1 4-(4-bromophenoxy)-2-(trifluoromethyl)pyridine